tert-butyl (2-(2,6-dichloropyridin-4-yl)propan-2-yl)carbamate ClC1=NC(=CC(=C1)C(C)(C)NC(OC(C)(C)C)=O)Cl